NC1=C(C)C=C(C(=C1)N)S 2,4-diamino-5-mercaptotoluene